Methyl (S)-7-(4-methoxybenzyl)-6-methyl-5,6,7,8-tetrahydroimidazo[1,5-a]pyrazine-1-carboxylate COC1=CC=C(CN2CC=3N(C[C@@H]2C)C=NC3C(=O)OC)C=C1